2-[[2-(2-fluorophenyl)pyrrolo[3,2-c]pyridin-5-yl]methyl]-6-methyl-1,3-benzothiazole FC1=C(C=CC=C1)C1=CC2=CN(C=CC2=N1)CC=1SC2=C(N1)C=CC(=C2)C